C(C)(C)(C)OC(=O)N(C1=NC=C(C=C1C(=O)O)O[C@@H]1COCC1)C 2-[tert-butoxycarbonyl(methyl)amino]-5-[(3S)-tetrahydrofuran-3-yl]oxy-pyridine-3-carboxylic acid